BrC=1C=CC2=C(NC(=N2)C2=CC(=CN2)C(=O)C2=C(C=CC=C2)C(F)(F)F)C1 (5-(6-bromo-1H-benzo[d]imidazol-2-yl)-1H-pyrrol-3-yl)(2-(trifluoromethyl)phenyl)methanone